2-(3-fluoropyrrolidin-1-yl)ethan-1-amine hydrochloride Cl.FC1CN(CC1)CCN